(S)-1-[2-(Benzo[d]isoxazol-3-yl)phenyl]-2-(6-cyano-5-fluoropyridine-2-yl)ethan-1-amine O1N=C(C2=C1C=CC=C2)C2=C(C=CC=C2)[C@H](CC2=NC(=C(C=C2)F)C#N)N